BrC1=CC=CC(=N1)OCCOC(COC=1C=CC=2N(C1)N=C(N2)C2=CN=C(C1=CN=C(C=C21)N)NC)C 4-[6-[2-[2-[(6-bromo-2-pyridyl)oxy]ethoxy]propoxy]-[1,2,4]triazolo[1,5-a]pyridin-2-yl]-N1-methyl-2,7-naphthyridine-1,6-diamine